3-(2,4-difluoro-5-methoxyphenyl)propanoic acid FC1=C(C=C(C(=C1)F)OC)CCC(=O)O